(Z)-1-(3-(4-fluoro-2,5-dimethylphenyl)-4-oxothiazolidin-2-ylidene)-3-(2-fluoro-4-(1-(4-(trifluoromethoxy)phenyl)-1H-1,2,4-triazol-3-yl)phenyl)urea FC1=CC(=C(C=C1C)N1/C(/SCC1=O)=N/C(=O)NC1=C(C=C(C=C1)C1=NN(C=N1)C1=CC=C(C=C1)OC(F)(F)F)F)C